COC1=CC=C([NH2+]C)C=C1 4-Methoxy-N-methylanilinium